NC1=C(C=C(C=C1)N1CCN(CC1)C(C)=O)OC 1-(4-(4-Amino-3-methoxyphenyl)piperazin-1-yl)ethanone